8-((4-((4-fluorophenyl)((trans-3-hydroxycyclobutyl)methyl)amino)cyclohexyl)(methyl)amino)-5-methyl-6-oxo-5,6-dihydro-1,5-naphthyridine-2,7-dicarbonitrile FC1=CC=C(C=C1)N(C1CCC(CC1)N(C1=C(C(N(C=2C=CC(=NC12)C#N)C)=O)C#N)C)C[C@@H]1C[C@H](C1)O